C(C1=CC=CC=C1)COC1CC(C1)C(=O)O 3-(Benzylmethoxy)cyclobutane-1-carboxylic acid